1-bromo-4-(S-methyl-sulfonimidoyl)benzene methyl-7,7-difluoro-6,7-dihydro-5H-cyclopenta[b]pyridine-3-carboxylate COC(=O)C=1C=C2C(=NC1)C(CC2)(F)F.BrC2=CC=C(C=C2)S(=O)(=N)C